NC1=NC=CC2=CC=C(C=C12)N1N=C(C=C1C(=O)NC1=C(C=CC(=C1)C(CCC1CC1)N1C(C=NC=C1)=O)F)C(F)(F)F 1-(1-aminoisoquinolin-7-yl)-N-(5-(3-cyclopropyl-1-(2-oxopyrazin-1(2H)-yl)propyl)-2-fluorophenyl)-3-(trifluoromethyl)-1H-pyrazole-5-carboxamide